ClCCCCCCCCCCCCC[Si](OCC)(OCC)OCC (13-chlorotridecyl)triethoxysilane